methyl 1-((5-amino-2-methylphenyl)sulfonyl)piperidine-3-carboxylate NC=1C=CC(=C(C1)S(=O)(=O)N1CC(CCC1)C(=O)OC)C